1-amino-3,6,9,12,15,18-hexaoxahenicosan NCCOCCOCCOCCOCCOCCOCCC